3-(7-(1-((6-(3,3-difluoroazetidin-1-yl)pyridin-2-yl)methyl)-1H-1,2,3-triazol-4-yl)-3H-imidazo[4,5-b]pyridin-5-yl)-2-methylbenzonitrile FC1(CN(C1)C1=CC=CC(=N1)CN1N=NC(=C1)C1=C2C(=NC(=C1)C=1C(=C(C#N)C=CC1)C)NC=N2)F